C(C)(C)(C)OC(=O)N[C@H](C(=O)OC)[C@H](C)O methyl (2S,3S)-2-[(tert-butoxycarbonyl)amino]-3-hydroxybutanoate